C1(=CC=CC=C1)N1N=C(C(C1=O)C(C1=CC=C(C=C1)[N+](=O)[O-])=O)C 1-phenyl-3-methyl-4-(p-nitrobenzoyl)-5-pyrazolone